(E)-N-(4-(1-(6-(4-(4-((2-(2,6-dioxopiperidin-3-yl)-3-oxoisoindolin-4-yl)amino)butyl)piperazin-1-yl)nicotinoyl)piperidin-4-yl)butyl)-3-(pyridin-3-yl)acrylamide O=C1NC(CCC1N1CC2=CC=CC(=C2C1=O)NCCCCN1CCN(CC1)C1=NC=C(C(=O)N2CCC(CC2)CCCCNC(\C=C\C=2C=NC=CC2)=O)C=C1)=O